The molecule is the conjugate base of ketomycolic acid type-1 (X). A class of mycolic acids characterized by the presence of a proximal cis-cyclopropyl group followed by a distal oxo group and a (CH-CH3) fragment of (S) stereochemistry in the meromycolic chain. CC[C@H](C)C(=O)CC1CC1C[C@H]([C@@H](CC)C(=O)[O-])O